C1(CC1)C1=CC(=NC=2N1N=C(C2)C2=C(C=C(C=C2)N2C[C@H](CC2)C2=NOC(N2)=O)F)C(=O)N2[C@@H](C1=CC=CC=C1CC2)C 3-[(3S)-1-(4-{7-cyclopropyl-5-[(1R)-1-methyl-1,2,3,4-tetrahydroisoquinoline-2-carbonyl]pyrazolo[1,5-a]pyrimidin-2-yl}-3-fluorophenyl)pyrrolidin-3-yl]-4,5-dihydro-1,2,4-oxadiazol-5-one